C(CC(O)(C(=O)O)CC(=O)O)(=O)O.ClC1=CC(=C(C=C1)[C@@]1(OC2=C(O1)C=CC=C2C2CCN(CC2)CC2=NC1=C(N2C[C@H]2OCC2)C(=C(C=C1)C(=O)O)F)C)F.ClC1=CC(=C(C=C1)[C@@]1(OC2=C(O1)C=CC=C2C2CCN(CC2)CC2=NC1=C(N2C[C@H]2OCC2)C(=C(C=C1)C(=O)O)F)C)F 2-({4-[(2S)-2-(4-chloro-2-fluorophenyl)-2-methyl-1,3-benzodioxol-4-yl]piperidin-1-yl}methyl)-7-fluoro-1-[(2S)-oxetan-2-ylmethyl]-1H-benzimidazole-6-carboxylic acid, hemicitrate salt